4-(3-(2,2-difluoroethyl)-3-ethylureido)-5-fluoro-2-((1,1,1-trifluoropropan-2-yl)oxy)benzoic acid FC(CN(C(NC1=CC(=C(C(=O)O)C=C1F)OC(C(F)(F)F)C)=O)CC)F